CC1(CC=CC=C1)C 3,3-dimethylbenzene